Para-(dimethylamino)benzoic acid ethyl ester C(C)OC(C1=CC=C(C=C1)N(C)C)=O